P(=O)(OCC)(OCC)OCCCCN1C2=CC=C(C=C2C=2C=C(C=CC12)C1=CC=CC=C1)C1=CC=CC=C1 diethyl (4-(3,6-diphenyl-9H-carbazol-9-yl)-butyl) phosphate